ONC(=O)C=1C=CC=C2C([C@@H](NC12)C1=NC=C(C=C1)C(F)(F)F)(C)C (R)-N-hydroxy-3,3-dimethyl-2-(5-(trifluoromethyl)pyridin-2-yl)indoline-7-carboxamide